COC(=O)C1OC2=C(C1)C=C(C=C2)OC 5-methoxy-2,3-dihydrobenzofuran-2-carboxylic acid methyl ester